ClC=1C=C(C=C(C1)NS(=O)(=O)C)NC(=O)C1=CN(C(=C1)C1=NC=C(C=C1F)N1CC(C1)F)C N-(3-chloro-5-(methylsulfonamido)phenyl)-5-(3-fluoro-5-(3-fluoroazetidin-1-yl)pyridin-2-yl)-1-methyl-1H-pyrrole-3-carboxamide